C1(CC1)C1=C(CN2C(N([C@@H](C=3C2=NN(C3)C)C)C3CCN(CC3)C3=C(C=CC=C3C)F)=O)C=CC=C1 (R)-7-(2-Cyclopropyl-benzyl)-5-[1-(2-fluoro-6-methyl-phenyl)-piperidin-4-yl]-2,4-dimethyl-2,4,5,7-tetrahydro-pyrazolo[3,4-d]pyrimidin-6-on